C(C1=CC=CC=C1)N1C2=C(O[C@@H](C1=O)C)C=C(C=C2)NC(=O)NC(C)(C)C (R)-1-(4-benzyl-2-methyl-3-oxo-3,4-dihydro-2H-benzo[b][1,4]oxazin-7-yl)-3-(tert-butyl)urea